ClC1=C(N(C2=NC(=CC=C21)Cl)COCC[Si](C)(C)C)C2=C(C=CC=C2)C(F)F 3,6-dichloro-2-(2-(difluoromethyl)phenyl)-1-((2-(trimethylsilyl)ethoxy)methyl)-1H-pyrrolo[2,3-b]pyridine